1-(4-chlorophenyl)-2-phenyl-ethanone ClC1=CC=C(C=C1)C(CC1=CC=CC=C1)=O